tert-butyl (1S)-5-chloro-8-hydroxy-1-((1-hydroxy-3-oxoisoindolin-2-yl)methyl)-3,4-dihydroisoquinoline-2(1H)-carboxylate ClC1=C2CCN([C@@H](C2=C(C=C1)O)CN1C(C2=CC=CC=C2C1=O)O)C(=O)OC(C)(C)C